1,7-bis(p-aminophenyl)-1,1,3,3,5,5,7,7-octamethyltetrasiloxane NC1=CC=C(C=C1)[Si](O[Si](O[Si](O[Si](C)(C)C1=CC=C(C=C1)N)(C)C)(C)C)(C)C